N-{2-chloro-4-fluoro-5-[4-(3-fluoropropyl)-5-oxo-4,5-dihydro-1H-tetrazol-1-yl]phenyl}ethylsulfonamide 2,5-dioxopyrrolidin-1-yl-(S)-2,2-dimethylcyclopropane-1-carboxylate O=C1N(C(CC1)=O)[C@@]1(C(C1)(C)C)C(=O)O.ClC1=C(C=C(C(=C1)F)N1N=NN(C1=O)CCCF)CCNS(=O)=O